S1NCCN1 1,2,5-thiadiazolidine